Tributyl-tetra(phenyl)ammonium borate B([O-])([O-])[O-].C(CCC)C1=C(C(=C(C=C1)[N+](C1=CC=CC=C1)(C1=CC=CC=C1)C1=CC=CC=C1)CCCC)CCCC.C(CCC)C1=C(C(=C(C=C1)[N+](C1=CC=CC=C1)(C1=CC=CC=C1)C1=CC=CC=C1)CCCC)CCCC.C(CCC)C1=C(C(=C(C=C1)[N+](C1=CC=CC=C1)(C1=CC=CC=C1)C1=CC=CC=C1)CCCC)CCCC